ClC1=CC=C2C=C(C3(C2=C1)CCC3)C=3N(C1=CC=CC=C1C3)C3=NC=CC=C3 2-(6'-Chlorospiro[cyclobutane-1,1'-inden]-2'-yl)-1-(pyridin-2-yl)-1H-indole